3-furanol hydrochloride Cl.O1C=C(C=C1)O